C(C(C)C)C1=NNC(=C1)N 3-(isobutyl)-1H-pyrazol-5-amine